2-(4-(Trifluoromethyl)phenyl)acetic acid FC(C1=CC=C(C=C1)CC(=O)O)(F)F